C(C)(C)OC=1C=C2C(=NC=NC2=CC1)N 6-isopropoxyquinazolin-4-amine